FC1=CC(=C(O[C@H](C(=O)OC)C)C=C1)C1=NOCC1OCC methyl (2S)-2-[4-fluoro-2-(4-ethoxy-4,5-dihydroisoxazol-3-yl)phenoxy]propanoate